FC1=C(C=CC=C1F)C1=CNC2=NC=CC(=C21)OC2=C(C=C(NC=1OC[C@](CN1)(F)CO)C=C2F)F |r| (+/-)-[2-(4-{[3-(2,3-difluorophenyl)-1H-pyrrolo[2,3-b]pyridin-4-yl]oxy}-3,5-difluoroanilino)-5-fluoro-5,6-dihydro-4H-1,3-oxazin-5-yl]methanol